(S)-8-(7-chloro-1H-indole-2-carbonyl)-N-((S)-4-fluoro-3-oxo-1-((R)-2-oxopyrrolidin-3-yl)butan-2-yl)-5-oxa-8-azaspiro[3.5]nonane-9-carboxamide ClC=1C=CC=C2C=C(NC12)C(=O)N1CCOC2(CCC2)[C@H]1C(=O)N[C@@H](C[C@@H]1C(NCC1)=O)C(CF)=O